O=C1N(C(C2=CC=CC=C12)=O)CCCCCCNS(=O)(=O)C1=CC=C(C=C1)OC N-(6-(1,3-dioxoisoindolin-2-yl)hexyl)-4-methoxybenzenesulfonamide